tert-butyl (2S)-2-[2-[tert-butoxycarbonyl(methyl)amino]ethylmethyl-carbamoyl]oxy-5-hydroxy-pentanoate C(C)(C)(C)OC(=O)N(CCN(C(=O)O[C@H](C(=O)OC(C)(C)C)CCCO)C)C